C(=O)(O)CO[C@H]1C[C@@H](NC1)C(=O)O (2R,4S)-4-(Carboxymethoxy)pyrrolidine-2-carboxylic acid